3-({3-[(2S)-2-(4-chlorothiophen-2-yl)-2-hydroxyethyl]-1,2,4-oxadiazol-5-yl}methyl)-1-methyl-1,2,3,4-tetrahydropyrimidine-2,4-dione ClC=1C=C(SC1)[C@H](CC1=NOC(=N1)CN1C(N(C=CC1=O)C)=O)O